C(=O)O.NC=1C=C(C=C(C1)C(F)(F)F)[C@@H](C)NC1=CC(=NC2=CC=C(C=C12)N(C=1C=C(C=CC1OC)CC(=O)N(C)C)C)C (R)-2-(3-((4-((1-(3-amino-5-(trifluoromethyl)phenyl)ethyl)amino)-2-methylquinolin-6-yl)(methyl)amino)-4-methoxyphenyl)-N,N-dimethylacetamide formate